C1(CC1)C1=CC2=C(N=CN=C2N[C@@H]2[C@H](COC3=CC=CC=C23)N2C[C@@H](CC2)C#N)N1 (R)-1-((3R,4S)-4-((6-Cyclopropyl-7H-Pyrrolo[2,3-D]Pyrimidin-4-Yl)Amino)Chroman-3-Yl)Pyrrolidine-3-Carbonitrile